N-{6,7-dimethoxy-1H,2H,3H-cyclopenta[b]quinolin-9-yl}-1-(oxolan-3-yl)piperidin-4-amine COC=1C(=CC=2C(=C3C(=NC2C1)CCC3)NC3CCN(CC3)C3COCC3)OC